ClC1=C(C=C2C(=C(N(C2=C1F)C)C1=NNC(=N1)[C@@H](C#N)C)C=1C=NNC1)OC (R)-2-(3-(6-chloro-7-fluoro-5-methoxy-1-methyl-3-(1H-pyrazol-4-yl)-1H-indol-2-yl)-1H-1,2,4-triazol-5-yl)propionitrile